NC1=CC(=C2NC(CCCCC[C@](C3=NN=C(C1=N2)O3)(O)C(F)(F)F)(C)C)C(F)(F)F (6R)-17-amino-12,12-dimethyl-6,15-bis(trifluoromethyl)-19-oxa-3,4,13,18-tetrazatricyclo[12.3.1.12,5]nonadeca-1(18),2,4,14,16-pentaen-6-ol